4-(2-chloroethyl)-3-methyl-piperazine-1-carboxylic acid benzyl ester C(C1=CC=CC=C1)OC(=O)N1CC(N(CC1)CCCl)C